1-(4-(2-(4-(9-benzyl-6-isopropoxy-9H-purin-8-yl)-3-methyl-phenoxy)ethyl)piperazin-1-yl)hexan-1-one C(C1=CC=CC=C1)N1C2=NC=NC(=C2N=C1C1=C(C=C(OCCN2CCN(CC2)C(CCCCC)=O)C=C1)C)OC(C)C